ditert-butyl (2R,4R)-4-[4-amino-3-(methylamino)phenoxy]pyrrolidine-1,2-dicarboxylate NC1=C(C=C(O[C@@H]2C[C@@H](N(C2)C(=O)OC(C)(C)C)C(=O)OC(C)(C)C)C=C1)NC